(2Z)-4-[(4-hydroxy-3-methoxybenzyl)amino]-4-oxobut-2-enoic acid OC1=C(C=C(CNC(\C=C/C(=O)O)=O)C=C1)OC